C(C)N1C2=C(N(C(C3=C1SC(=N3)C)=O)C)C=NC(=N2)NC2=C(C=C(C=C2)N2CCC(CC2)N2CCN(CC2)C)OC 4-ethyl-6-((2-methoxy-4-(4-(4-methylpiperazin-1-yl)piperidin-1-yl)phenyl)amino)-2,9-dimethyl-4,9-dihydro-10H-pyrimido[5,4-b]thiazolo[5,4-e][1,4]diazepin-10-one